N-[8-amino-6-[4-methyl-5-(methylamino)pyridin-3-yl]-2,7-naphthyridine-3-yl]-2-fluorocyclopropane-1-carboxamide NC=1N=C(C=C2C=C(N=CC12)NC(=O)C1C(C1)F)C=1C=NC=C(C1C)NC